N-(3-(4-(((1R,4R)-4-(dimethylamino)cyclohexyl)amino)-1-(2,2,2-trifluoro-ethyl)-1H-indol-2-yl)prop-2-yn-1-yl)-N-(2-hydroxy-4-(methyl-sulfonyl)phenyl)isobutyramide CN(C1CCC(CC1)NC1=C2C=C(N(C2=CC=C1)CC(F)(F)F)C#CCN(C(C(C)C)=O)C1=C(C=C(C=C1)S(=O)(=O)C)O)C